C[C@H](CN[C@@H]([C@H]1CNC2=C(N1)N=CC=C2)C2=CC=CC=C2)C=2C=C(C=CC2)C2(CCC2)C(=O)O 1-[3-[(1S)-1-methyl-2-[[(R)-phenyl-[(3R)-1,2,3,4-tetrahydropyrido[2,3-b]pyrazin-3-yl]methyl]amino]ethyl]phenyl]cyclobutanecarboxylic acid